N-(2-chloro-6-fluorophenyl)-2-[(1S)-1-cyclohexylethoxy]-5-fluoro-4-(3-oxo-5,6,7,8-tetrahydro[1,2,4]triazolo[4,3-a]pyridin-2(3H)-yl)benzamide ClC1=C(C(=CC=C1)F)NC(C1=C(C=C(C(=C1)F)N1N=C2N(CCCC2)C1=O)O[C@@H](C)C1CCCCC1)=O